N-(5-((3,4-Difluorobenzyl)oxy)-2,3-dihydrobenzofuran-7-yl)-1-methyl-5-oxo-pyrrolidine-2-carboxamide FC=1C=C(COC=2C=C(C3=C(CCO3)C2)NC(=O)C2N(C(CC2)=O)C)C=CC1F